SCC(CCCC(OC1OCCCC1)C=1C=C(C=CC1)CCC(=O)OCC)(C)C ethyl 3-(3-(6-mercapto-5,5-dimethyl-1-((tetrahydro-2H-pyran-2-yl)oxy)hexyl)-phenyl)propanoate